(Z)-5-(4-(5-(4-ethylbenzylidene)-2,4-dioxothiazolidin-3-yl)butanamido)-2-methylbenzoic acid C(C)C1=CC=C(\C=C/2\C(N(C(S2)=O)CCCC(=O)NC=2C=CC(=C(C(=O)O)C2)C)=O)C=C1